COC1=CC=C(C=C1)NC1=NC(=NN2C1=CC=C2)SCC2=CC=C(C(=O)O)C=C2 4-[[[4-[(4-methoxyphenyl)amino]pyrrolo[2,1-f][1,2,4]triazin-2-yl]thio]methyl]benzoic acid